ClC=1C=CC(=NC1)O[C@@H]1C[C@@H]2CN([C@H]1CC2)C(=O)C2=NC(=CC=C2C2=NC=CC=N2)C ((1S,4R,6R)-6-((5-chloropyridin-2-yl)oxy)-2-azabicyclo[2.2.2]oct-2-yl)(6-methyl-3-(pyrimidin-2-yl)pyridin-2-yl)methanone